C(C(=O)O)(=O)O.[13CH3][13CH]([13CH3])NC(C1=CC=CC=C1)=O N-(propan-2-yl-13C3)benzamide oxalate